(S)-tert-butyl 2-chloro-4-(2-(hydroxymethyl) pyrrolidin-1-yl)-7,8-dihydropyrido[4,3-d]pyrimidine-6(5H)-carboxylate ClC=1N=C(C2=C(N1)CCN(C2)C(=O)OC(C)(C)C)N2[C@@H](CCC2)CO